methyleneimine (methylene imine) C=N.C=N